ClC1=CC=C(C(=N1)C(=O)O)N[C@@H](C)C=1C=C(C=C2C(N(C(=NC12)N1C[C@@H]2C([C@@H]2C1)NC(=O)OC)C)=O)C 6-chloro-3-(((S)-1-(2-((1R,5S,6S)-6-((methoxycarbonyl)amino)-3-azabicyclo[3.1.0]hexan-3-yl)-3,6-dimethyl-4-oxo-3,4-dihydroquinazolin-8-yl)ethyl)amino)picolinic acid